ClC1=CC(=C(C=C1)C1=CC=C(C=C1)N1CCN(CC1)CC1(CC1)C(F)(F)F)N1CC(CCC1)N1N=CC(=C1C(F)F)C(=O)[O-] 1-{1-[4-chloro-4'-(4-{[1-(trifluoromethyl) cyclopropyl] methyl} piperazin-1-yl) [biphenyl]-2-yl] piperidin-3-yl}-5-(difluoromethyl)-1H-pyrazole-4-carboxylate